CC(C(=O)NC1=C(C(=O)O)C=CC=C1)=CC1=CC=C(C=C1)OC1=CC=CC=C1 2-(2-methyl-3-(4-phenoxyphenyl)acrylamido)benzoic acid